N-(1-(2,4-bis(trifluoromethyl)benzyl)-3-methyl-1H-pyrazol-4-yl)-5-(pyridin-2-yl)isoxazole-3-carboxamide FC(C1=C(CN2N=C(C(=C2)NC(=O)C2=NOC(=C2)C2=NC=CC=C2)C)C=CC(=C1)C(F)(F)F)(F)F